(5R,8S)-N-(3-chloro-4-(trifluoromethyl)phenyl)-2-(trifluoromethyl)-6,7,8,9-tetrahydro-5H-5,8-epiminocyclohepta[d]pyrimidine-10-carboxamide ClC=1C=C(C=CC1C(F)(F)F)NC(=O)N1[C@@H]2CC[C@H]1CC=1N=C(N=CC12)C(F)(F)F